(4-(2-(4-chlorophenyl)but-3-yn-2-yl)oxazol-2-yl)-2,6-difluoro-4-(piperazin-1-yl)benzamide ClC1=CC=C(C=C1)C(C)(C#C)C=1N=C(OC1)C=1C(=C(C(=O)N)C(=CC1N1CCNCC1)F)F